C(CCCCC)OC1=CC=C(C=C1)C1=CC(=NO1)C1=CC=C(C(=O)O)C=C1 4-(5-(4-(hexyloxy)phenyl)isoxazol-3-yl)benzoic acid